4-((2S)-4-cycloPentylpiperidin-2-yl) maleate C(\C=C/C(=O)O[C@@H]1NCCC(C1)C1CCCC1)(=O)[O-]